O=C1N(C(C2=CC=CC=C12)=O)CCCCCC1=C(C=CC=C1)C1=CC(=CC=C1)CC1N(CCCC1NS(=O)(=O)C)C(=O)OC(C)(C)C tert-butyl 2-((2'-(5-(1,3-dioxoisoindolin-2-yl)pentyl)-[1,1'-biphenyl]-3-yl)methyl)-3-(methylsulfonamido)piperidine-1-carboxylate